ClC1=C(N=C(N1C)C1=C(C=C(C(=O)O)C=C1)F)C(F)(F)F 4-[5-chloro-1-methyl-4-(trifluoromethyl)imidazol-2-yl]-3-fluoro-benzoic acid